6-bromo-N-(2-(4-(3,4-dichlorophenyl)piperazin-1-yl)ethyl)-2-naphthamide BrC=1C=C2C=CC(=CC2=CC1)C(=O)NCCN1CCN(CC1)C1=CC(=C(C=C1)Cl)Cl